OCC1=CC=NN1C(=O)OC(C)(C)C tert-butyl 5-(hydroxymethyl)pyrazole-1-carboxylate